[(3R,5R)-3-[(4-methoxyphenyl) diphenylmethoxy]-5-(5-methyl-2,4-dioxo-3H-pyrimidin-1-yl)-2-[(trifluoromethanesulfonyloxy) methyl]oxolan-2-yl]methyl trifluoromethane-sulfonate FC(S(=O)(=O)OCC1(O[C@H](C[C@H]1OC(C1=CC=CC=C1)(C1=CC=CC=C1)C1=CC=C(C=C1)OC)N1C(NC(C(=C1)C)=O)=O)COS(=O)(=O)C(F)(F)F)(F)F